C(C)CC(CC(=O)[O-])=O.C(C)CC(CC(=O)[O-])=O.[O-]CCCC.[O-]CCCC.[Zr+4] zirconium di-n-butoxide bis(ethylacetoacetate)